(R)-1-(cyclopropylethynyl)-4-((1-methyl-1H-pyrazol-4-yl)-methyl)-N-(1-methylcycloprop-yl)-5-oxo-1,2,4,5-tetrahydro-imidazo[1,2-a]quinazoline-7-sulfonamide C1(CC1)C#C[C@@H]1CN=C2N1C1=CC=C(C=C1C(N2CC=2C=NN(C2)C)=O)S(=O)(=O)NC2(CC2)C